FC1=C(C=CC(=C1)C)C1=NC(=NC2=NC(=C(N=C12)C)C)[C@H]1C[C@H](OCC1)C=1C=NN(C1)C 4-(2-fluoro-4-methylphenyl)-6,7-dimethyl-2-((2s,4r)-2-(1-methyl-1H-pyrazol-4-yl)tetrahydro-2H-pyran-4-yl)pteridine